C[C@@]12CCC[C@@]([C@H]1CC[C@]34[C@H]2CC[C@H](C3)C(=C)C4)(C)C(=O)O kaurenic acid